6-(6-((1-(4-(Difluoromethyl)phenyl)-4-methyl-1H-1,2,3-triazol-5-yl)methoxy)pyridazin-3-yl)hexahydro-2H-pyrido[4,3-b][1,4]oxazin-3(4H)-one FC(C1=CC=C(C=C1)N1N=NC(=C1COC1=CC=C(N=N1)N1CC2C(OCC(N2)=O)CC1)C)F